4-Bromo-1H-indole BrC1=C2C=CNC2=CC=C1